2-(2,6-Dichlorophenyl)-9-(1-(2-hydroxy-2-methylpropyl)-1H-pyrazol-4-yl)imidazo[2,1-f][1,6]naphthyridine-3-carboxamide ClC1=C(C(=CC=C1)Cl)C=1N=C2C=3C=C(C=NC3C=CN2C1C(=O)N)C=1C=NN(C1)CC(C)(C)O